Cl.FC(CN1N=NC2=C1C=NC(=C2)[C@@H](C)N)(F)F (R)-1-[3-(2,2,2-trifluoroethyl)-3H-[1,2,3]triazolo[4,5-c]pyridin-6-yl]ethan-1-amine hydrochloride